tert-butyl (2S,3S)-3-{[(2S)-1-(benzyloxy)-3-methyl-1-oxobutan-2-yl](methyl)carbamoyl}-2-(hydroxymethyl)pyrrolidine-1-carboxylate C(C1=CC=CC=C1)OC([C@H](C(C)C)N(C(=O)[C@@H]1[C@H](N(CC1)C(=O)OC(C)(C)C)CO)C)=O